2-(1-(6-fluoroquinazolin-2-yl)piperidin-4-yl)acetic acid FC=1C=C2C=NC(=NC2=CC1)N1CCC(CC1)CC(=O)O